CSC1OCC(C(C1O)O)O (methylthio)tetrahydro-2H-pyran-3,4,5-triol